(S)-tert-butyl-1-((R)-1,1-dimethylethylsulfonamido)-1,3-dihydrospiro[indene-2,4'-piperidine] C(C)(C)(C)N1CCC2(CC1)[C@@H](C1=CC=CC=C1C2)NS(=O)(=O)C(C)(C)C